C1(CC=CCC1)CC[Si](Cl)(C)C 2-(3-cyclohexenyl)ethyldimethylchlorosilane